8-chloro-N-[(1S)-1-[2-(6-chloropyridazin-3-yl)-1,2,4-triazol-3-yl]ethyl]-6-iodo-N-methyl-quinazolin-4-amine ClC=1C=C(C=C2C(=NC=NC12)N(C)[C@@H](C)C=1N(N=CN1)C=1N=NC(=CC1)Cl)I